ClC1=C(C#N)C(=CC(=C1)C=C(C)C)C1CC1 2-Chloro-6-cyclopropyl-4-(2-methylprop-1-en-1-yl)benzonitrile